(2R,3S)-1-benzyloxycarbonyl-2-(3-methoxy-2-methyl-phenyl)pyrrolidine-3-carboxylic acid C(C1=CC=CC=C1)OC(=O)N1[C@H]([C@H](CC1)C(=O)O)C1=C(C(=CC=C1)OC)C